5-iodo-2-(1-methoxycyclopropyl)-1,3-dimethylbenzene IC=1C=C(C(=C(C1)C)C1(CC1)OC)C